ClC1=CC2=C(C(COC23CCN(CC3)CC=3C=NN(C3)C)(C)C)S1 2-chloro-7,7-dimethyl-1'-[(1-methylpyrazol-4-yl)methyl]spiro[6H-thieno[3,2-c]pyran-4,4'-piperidine]